CN(C(CN1N=CC(=C1)NC(CCOC1=CC=CC=C1)=O)=O)CCOC1=CC=C(C=C1)C N-(1-(2-(methyl(2-(p-tolyloxy)ethyl)amino)-2-oxoethyl)-1H-pyrazol-4-yl)-3-phenoxypropanamide